CC(=O)C1=C(C=C2CC3=C(C(=CC(=C3)O)O)C(=O)C2=C1[O-])/C=C(\\CC(=O)[O-])/O The molecule is a hydroxy monocarboxylic acid anion obtained by deprotonation of the carboxy and 7-hydroxy groups of tetracenomycin F2. It is the major microspecies at pH 7.3 (according to Marvin v 6.2.0.). It is a hydroxy monocarboxylic acid anion and a phenolate anion. It is a conjugate base of a tetracenomycin F2(1-).